COC(C(CN1C(N(C(=NC1=O)Cl)CC1=CC=C(C=C1)Cl)=O)C)=O 3-(4-chloro-3-(4-chlorobenzyl)-2,6-dioxo-3,6-dihydro-1,3,5-triazin-1(2H)-yl)-2-methylpropionic acid methyl ester